2-aminomethyl-benzylamine NCC1=C(CN)C=CC=C1